O1C(C1)CN(C1=CC=CC=C1)CCC[Si](OCC)(OCC)OCC N-[(oxiran-2-yl)methyl]-N-[3-(triethoxysilyl)propyl]aniline